1-methyl-4-vinyl-benzene CC1=CC=C(C=C1)C=C